1-(6-fluoro-2,2-dimethyl-2H-chromen-8-yl)ethanone FC=1C=C2C=CC(OC2=C(C1)C(C)=O)(C)C